NC\C=C(\CN1N=NC2=C1C=C(C=C2C2=CC(=CC=C2)S(=O)(=O)N2CCCC2)C(=O)NC)/F (Z)-1-(4-amino-2-fluorobut-2-en-1-yl)-N-methyl-4-(3-(pyrrolidin-1-ylsulfonyl)phenyl)-1H-benzo[d][1,2,3]triazol-6-carboxamide